4-((4-bromo-1H-indol-3-yl)methylene)-2-phenyloxazol-5(4H)-one BrC1=C2C(=CNC2=CC=C1)C=C1N=C(OC1=O)C1=CC=CC=C1